(R)-3-Amino-4-(2,4,5-trifluorophenyl)-butyric acid methyl ester COC(C[C@@H](CC1=C(C=C(C(=C1)F)F)F)N)=O